N-(2,4-dimethoxybenzyl)-5-nitro-2-[3-(trifluoromethyl)-1,2,4-oxadiazol-5-yl]benzenesulfonamide arsenic antimony [Sb].[As].COC1=C(CNS(=O)(=O)C2=C(C=CC(=C2)[N+](=O)[O-])C2=NC(=NO2)C(F)(F)F)C=CC(=C1)OC